C(C)C1=C(C=C2C(C=C(O2)CN2CCCCC2)=C1C(=O)OC)N(C1CCOCC1)CC methyl 5-ethyl-6-(ethyl(tetrahydro-2H-pyran-4-yl)amino)-2-(piperidin-1-ylmethyl)benzofuran-4-carboxylate